2-(2-{5-[(7R)-7-amino-2-azabicyclo[2.2.1]heptane-2-carbonyl]-7-fluoro-1-methyl-1H-1,3-benzodiazol-2-yl}-1-(cyclopropylmethyl)-1H-pyrrolo[2,3-b]pyridin-6-yl)butan-2-ol N[C@H]1C2N(CC1CC2)C(=O)C2=CC1=C(N(C(=N1)C1=CC=3C(=NC(=CC3)C(C)(CC)O)N1CC1CC1)C)C(=C2)F